O-(4-hydroxybenzoyl)benzoic acid OC1=CC=C(C(=O)OC(C2=CC=CC=C2)=O)C=C1